5-(2-(((3R,4S)-1-(imidazo[1,2-b]pyridazin-3-ylsulfonyl)-3-methylpiperidin-4-yl)amino)-5-(trifluoromethyl)pyrimidin-4-yl)thiophene-3-carboxamide N=1C=C(N2N=CC=CC21)S(=O)(=O)N2C[C@H]([C@H](CC2)NC2=NC=C(C(=N2)C2=CC(=CS2)C(=O)N)C(F)(F)F)C